O=C1NC(CCC1N1C(C2=CC=CC(=C2C1)C#CCCCN1CCN(CC1)C1CCN(CC1)C=1C(=CC2=C(C(C=3NC4=CC(=CC=C4C3C2=O)C#N)(C)C)C1)CC)=O)=O 8-(4-(4-(5-(2-(2,6-dioxopiperidin-3-yl)-1-oxoisoindolin-4-yl)pent-4-yn-1-yl)piperazin-1-yl)piperidin-1-yl)-9-ethyl-6,6-dimethyl-11-OxO-6,11-dihydro-5H-benzo[b]carbazole-3-carbonitrile